C(C)OC(=O)C1C(CN(CC1)C(=O)OC(C)(C)C)=O 3-oxopiperidine-1,4-dicarboxylic acid 1-tert-butyl 4-ethyl ester